(1S,2S)-2-fluoro-N-[3-(3-fluoro-2,6-dimethoxyphenyl)-1H-pyrrolo[2,3-b]pyridin-6-yl]cyclopropane-1-carboxamide F[C@@H]1[C@@H](C1)C(=O)NC1=CC=C2C(=N1)NC=C2C2=C(C(=CC=C2OC)F)OC